[Se]1C=CC(=C1)N Selenophen-4-amine